octadecyl phosphate dimethyldodecylamine salt CN(CCCCCCCCCCCC)C.P(=O)(OCCCCCCCCCCCCCCCCCC)(O)O